(1R,3S,4R)-N1-{[4-(5,6-dimethoxypyridazin-3-yl)phenyl]methyl}-4-methoxy-N3-methyl-N3-[6-(2,2,2-trifluoroethyl)thieno[2,3-d]pyrimidin-4-yl]cyclopentane-1,3-diamine COC=1C=C(N=NC1OC)C1=CC=C(C=C1)CN[C@@H]1C[C@@H]([C@@H](C1)OC)N(C=1C2=C(N=CN1)SC(=C2)CC(F)(F)F)C